COC1=C(C=CC(=C1)OC)CNC1=NNC(=C1)C N-[(2,4-dimethoxyphenyl)methyl]-5-methyl-1H-pyrazol-3-amine